2-aminobenzenesulfonamide NC1=C(C=CC=C1)S(=O)(=O)N